pyrido[2,3-d]pyridazin-8-ol N1=CC=CC=2C1=C(N=NC2)O